cycloheptadecane-7-carbaldehyde C1CCCCCC(CCCCCCCCCC1)C=O